1-butyl-2,3,5-Trimethylpyrazolinium bis(pentafluoroethanesulfonyl)imide [N-](S(=O)(=O)C(F)(F)C(F)(F)F)S(=O)(=O)C(F)(F)C(F)(F)F.C(CCC)[NH+]1N(C(=CC1C)C)C